ethyl (2R)-5-hydroxy-2-methyl-1,2,3,6-tetrahydropyridine-4-carboxylate OC1=C(C[C@H](NC1)C)C(=O)OCC